3,6,9,12,15-pentaoxaheptadecan-1-amine C(COCCOCCOCCOCCOCC)N